C(C=C)(=O)OC(C)COC(C)COC(C)COC(C=C)=O Tripropyleneglycol diacrylate